4-[(2R,5S)-5-(3,4-difluorophenyl)-2-methyl-4-[2-[[(E)-3-[4-(trifluoromethyl)phenyl]prop-2-enoyl]amino]acetyl]piperazin-1-yl]butanoic acid FC=1C=C(C=CC1F)[C@@H]1N(C[C@H](N(C1)CCCC(=O)O)C)C(CNC(\C=C\C1=CC=C(C=C1)C(F)(F)F)=O)=O